BrC1=CC=C2C3(CC=4C(=NOC4C2=C1)NS(=O)(=O)C=1C=C2CCCC2=CC1)CC3 N-(8'-bromo-4'H-spiro[cyclopropane-1,5'-naphtho[2,1-d]isoxazol]-3'-yl)-2,3-dihydro-1H-indene-5-sulfonamide